benzopyrenedione C1(C(C=C2C=CC=3C=CC=C4C5=C(C1=C2C43)C=CC=C5)=O)=O